NC(C(S(=O)(=O)C)C1=CC=C(O1)C(=O)NC(=O)C12CC(C1)(C2)C=2SC1=C(N2)C=CC(=C1)Cl)=O 5-(2-amino-1-methanesulfonyl-2-oxo-ethyl)-N-[3-(6-chloro-1,3-benzothiazol-2-yl)-1-bicyclo[1.1.1]pentanoyl]furan-2-carboxamide